FC(C1=NC(=NO1)C=1C=CC(=NC1)CN1C(C=CC2=CC=CC=C12)=O)(F)F 1-({5-[5-(trifluoromethyl)-1,2,4-oxadiazol-3-yl]pyridin-2-yl}methyl)quinolin-2(1H)-one